C1(CC1)CC1(NC=C(C(=N1)NC1=CC=C(C=C1)OC(F)F)[N+](=O)[O-])N 2-(cyclopropylmethyl)-N4-(4-(difluoromethoxy)phenyl)-5-Nitropyrimidine-2,4-diamine